FC1=C(C(=O)N[C@H](C(=O)O)CC=2C=NC(=CC2)N2C(N(C3=C(C2=O)C=CN=C3)C)=O)C(=CC(=C1)N[C@@H](C(F)(F)F)CC)C (S)-2-(2-fluoro-6-methyl-4-(((R)-1,1,1-trifluorobutan-2-yl)amino)benzamido)-3-(6-(1-methyl-2,4-dioxo-1,4-dihydropyrido[3,4-d]pyrimidin-3(2H)-yl)pyridin-3-yl)propanoic acid